ClC1=CC=C(C(=N1)C(=O)OC)N[C@H](C)C=1C=C(C=C2C(N(C(=NC12)C1(COCC1)C)C)=O)C methyl 6-chloro-3-(((1R)-1-(3,6-dimethyl-2-(3-methyltetrahydrofuran-3-yl)-4-oxo-3,4-dihydroquinazolin-8-yl)ethyl)amino)picolinate